FC(COC1=C(C=C(C(=N1)OC)NS(=O)(=O)C1=CN=C2N1C=CC(=C2)C(F)(F)F)F)F N-[6-(2,2-difluoroethoxy)-5-fluoro-2-methoxy-3-pyridyl]-7-(trifluoromethyl)imidazo[1,2-a]pyridine-3-sulfonamide